2-butoxy-1-propyl benzoate C(C1=CC=CC=C1)(=O)OCC(C)OCCCC